thietane-3-amine hydrochloride salt Cl.S1CC(C1)N